5-(4-((1-(Benzo[4,5]imidazo[1,2-a]pyrimidin-2-yl)piperidin-4-yl)methyl)piperazin-1-yl)-2-(2,4-dioxotetrahydropyrimidin-1(2H)-yl)-4-fluoroisoindoline-1,3-dione N=1C=2N(C=CC1N1CCC(CC1)CN1CCN(CC1)C=1C(=C3C(N(C(C3=CC1)=O)N1C(NC(CC1)=O)=O)=O)F)C1=C(N2)C=CC=C1